2-[(2S)-1-[3-ethyl-7-[[6-[2-[2-[2-(methylamino)ethoxy]ethoxy]ethoxy]-3-pyridyl]methylamino]pyrazolo[1,5-a]pyrimidin-5-yl]-2-piperidyl]ethanol C(C)C=1C=NN2C1N=C(C=C2NCC=2C=NC(=CC2)OCCOCCOCCNC)N2[C@@H](CCCC2)CCO